3-(7-fluoroimidazo[1,2-a]pyridin-3-yl)-6-iodopyrrolo[4,3,2-ij]isoquinoline FC1=CC=2N(C=C1)C(=CN2)C2=CC=C1C(=CN=C3C1=C2C=N3)I